tert-butyl (1-amino-1,3-dioxo-3-((1-(m-tolyl)-1H-indazol-6-yl)amino)propan-2-yl)carbamate NC(C(C(NC1=CC=C2C=NN(C2=C1)C=1C=C(C=CC1)C)=O)NC(OC(C)(C)C)=O)=O